(R)-2-amino-3-(3-(1,3,5-trimethyl-1H-pyrazol-4-yl)benzamido)propanoic acid N[C@@H](C(=O)O)CNC(C1=CC(=CC=C1)C=1C(=NN(C1C)C)C)=O